1-(1-methylallyl)-4,6-dioxo-2H-pyrido[2,1-f][1,2,4]triazine-7-carboxamide CC(C=C)N1N2C(C(NC1)=O)=CC(C(=C2)C(=O)N)=O